1-(4-amino-2-butyl-6-methyl-imidazo[4,5-c]pyridin-1-yl)-2-methyl-propan-2-ol NC1=NC(=CC2=C1N=C(N2CC(C)(O)C)CCCC)C